Cl.Cl.N1CCC2(CC1)CC1=CC=CC=C1C2N 1,3-dihydro-spiro[indene-2,4'-piperidine]-3-amine dihydrochloride